C(C)(C)(C)OC(=O)N1[C@H]2CN([C@@H](C1)C2)C2=CC=C(C=C2)OC (1R,4R)-5-(4-methoxyphenyl)-2,5-diazabicyclo[2.2.1]Heptane-2-carboxylic acid tert-butyl ester